NC1=C(C=C(C=C1)C1=C(C=C(C=C1)C(F)(F)F)C(F)(F)F)C(=O)OC methyl 4-amino-2',4'-bis(trifluoromethyl)-[1,1'-biphenyl]-3-carboxylate